C(C)C=1C(=C(C(=CC1C)CC)O)C 3,6-Diethyl-2,4-dimethylphenol